CN[C@H](CCCNC(=O)N)C(=O)O N-methyl-D-citrulline